3-(2-methoxymethoxy-5-pentyloxy-phenyl)-3-phenyl-acrylic acid COCOC1=C(C=C(C=C1)OCCCCC)C(=CC(=O)O)C1=CC=CC=C1